Cl.ClC1=CC2=C(N=N1)N(C=C2)CCN 2-{3-chloro-7H-pyrrolo[2,3-c]pyridazin-7-yl}ethan-1-amine hydrochloride